para-Nitrophenyl β-D-glucopyranoside O([C@H]1[C@H](O)[C@@H](O)[C@H](O)[C@H](O1)CO)C1=CC=C(C=C1)[N+](=O)[O-]